(1S)-7-chloro-2-(2-hydroxyacetyl)-1-methyl-2,3,9,10-tetrahydro-1H-furo[3,2-f]pyrrolo[3,4-c]quinoline-9-carboxamide ClC=1C2=C(C=3C4=C(C=NC3C1)CN([C@H]4C)C(CO)=O)CC(O2)C(=O)N